4-(4-((1R,5S)-3,8-diazabicyclo[3.2.1]octan-3-yl)-8-fluoro-2-(((2R,7aS)-2-fluorotetrahydro-1H-pyrrolizin-7a(5H)-yl)methoxy)pyrido[4,3-d]pyrimidin-7-yl)-5-(methylsulfonyl)naphthalen-2-ol [C@H]12CN(C[C@H](CC1)N2)C=2C1=C(N=C(N2)OC[C@]23CCCN3C[C@@H](C2)F)C(=C(N=C1)C1=CC(=CC2=CC=CC(=C12)S(=O)(=O)C)O)F